NC1=C(C=C(N=N1)C1=C(C=CC=C1)O)OC1CN(CCC1)CC1=CC=C(C=C1)N1CCNCC1 2-(6-amino-5-((1-(4-(piperazin-1-yl)benzyl)piperidin-3-yl)oxy)pyridazin-3-yl)phenol